N-(5-{4-[(1S)-1-(2,3-dihydro-1-benzofuran-6-yl)ethyl]piperazin-1-yl}-1,3,4-thiadiazol-2-yl)acetamide, mono-hydrochloride Cl.O1CCC2=C1C=C(C=C2)[C@H](C)N2CCN(CC2)C2=NN=C(S2)NC(C)=O